4-chloro-5-(cyclopropylmethyl)-2-(2-methyl-2H-indazol-5-yl)-2H,3H,5H-pyrrolopyridazin-3-one ClC=1C(N(N=C2C1N(C=C2)CC2CC2)C2=CC1=CN(N=C1C=C2)C)=O